N-(6-bromo-3-methylpyridin-2-yl)-4-fluoro-4-methylpyrrolidine-2-carboxamide BrC1=CC=C(C(=N1)NC(=O)C1NCC(C1)(C)F)C